6-hydroxy-3,4-dihydro-2,7-naphthyridine-2(1H)-carboxylic acid tert-butyl ester C(C)(C)(C)OC(=O)N1CC2=CN=C(C=C2CC1)O